[Na+].P(=O)(OCCCCCCCCCC)(OCCCCCCCCCC)[O-] didecyl phosphate sodium salt